C1(CCCCC1)C[C@H](C(=O)N1CC([C@](CC1)(O)CN1C=C(C(=CC1=O)C1=CC=CC=C1)C(=O)N(C)C(C)C)(C)C)C 1-(((S)-1-((R)-3-cyclohexyl-2-methylpropionyl)-4-hydroxy-3,3-dimethylpiperidin-4-yl)methyl)-N-isopropyl-N-methyl-6-oxo-4-phenyl-1,6-dihydropyridine-3-carboxamide